1-N-(2-((1r,4r)-4-(hydroxymethyl)cyclohexyl)-6-methoxy-2H-indazol-5-yl)picolinamide OCC1CCC(CC1)N1N=C2C=C(C(=CC2=C1)N1C(C=CC=C1)C(=O)N)OC